CNS(=O)(=O)C1=CC(=C(C=C1)NC1=NC=C(C=C1)C(F)(F)F)N1N=CC(=C1)C N-Methyl-3-(4-methylpyrazol-1-yl)-4-[[5-(trifluoromethyl)-2-pyridyl]amino]benzenesulfonamide